C(C)(C)(C)[Si](C)(C)OC(CBr)CBr tert-butyl((1,3-dibromopropan-2-yl)oxy)dimethylsilane